FC=1C(=C(N2N=C(N=CC21)N[C@H]2[C@@H](COCC2)O)C)C(F)(F)F (3S,4R)-4-((5-fluoro-7-methyl-6-(trifluoromethyl)pyrrolo[2,1-f][1,2,4]triazin-2-yl)amino)tetrahydro-2H-pyran-3-ol